1-methyl-4-[(4-methylthiophenyl)-methyl]-5-trifluoromethylpyrazole CN1N=CC(=C1C(F)(F)F)CC1=CC=C(C=C1)SC